N-[2-[[4-(2,2-dimethyl-3H-furo[2,3-c]pyridin-5-yl)thiazol-2-yl]amino]-5-(trifluoromethyl)-3-pyridinyl]-N-methyl-carbamic acid tert-butyl ester C(C)(C)(C)OC(N(C)C=1C(=NC=C(C1)C(F)(F)F)NC=1SC=C(N1)C=1C=C2C(=CN1)OC(C2)(C)C)=O